C(C)OC(=O)C1=C(C2=C(S1)C=CC=C2C#N)C 4-cyano-3-methylbenzo[b]thiophene-2-carboxylic acid ethyl ester